FC=COC=CF fluoro-vinylether